ethyl 1-((3-ethoxy-N-methyl-3-oxopropanamido)methyl)cyclopentane-1-carboxylate C(C)OC(CC(=O)N(C)CC1(CCCC1)C(=O)OCC)=O